1,3,5-tris(3-bromophenyl)benzene (3aR,5s,6aS)-tert-butyl-5-(5-bromobenzo[d]thiazol-2-yl)hexahydrocyclopenta[c]pyrrole-2(1H)-carboxylate C(C)(C)(C)OC(=O)N1C[C@@H]2[C@H](C1)CC(C2)C=2SC1=C(N2)C=C(C=C1)Br.BrC=1C=C(C=CC1)C1=CC(=CC(=C1)C1=CC(=CC=C1)Br)C1=CC(=CC=C1)Br